3-(5-((2,5-diazabicyclo[2.2.2]octan-2-yl)methyl)-1-oxoisoindolin-2-yl)piperidine-2,6-dione C12N(CC(NC1)CC2)CC=2C=C1CN(C(C1=CC2)=O)C2C(NC(CC2)=O)=O